3-oxo-6,8-dihydro-5H-imidazo[1,5-a]pyrazine-1-carboxamide O=C1NC(=C2N1CCNC2)C(=O)N